NC1=C(C=C(C(=C1)OC(F)F)Cl)C(=O)C=1C2=CN(N=C2C(=CC1)Cl)C1OCCCC1 [2-amino-5-chloro-4-(difluoromethoxy)phenyl]-[7-chloro-2-(oxan-2-yl)indazol-4-yl]methanone